((2S,4R,5R)-4-Acetoxy-5-(4-(adamantan-1-ylamino)-6-chloro-1H-pyrazolo[3,4-d]pyrimidine-1-yl)-3-methyltetrahydrofuran-2-yl)methylbenzoate C(C)(=O)O[C@@H]1C([C@H](O[C@H]1N1N=CC=2C1=NC(=NC2NC21CC3CC(CC(C2)C3)C1)Cl)COC(C1=CC=CC=C1)=O)C